OCCOCCOCCC1=C(C(=O)N)C=CC(=C1)OC 2-(2-(2-(2-hydroxyethoxy)ethoxy)ethyl)-4-methoxybenzamide